6-Chloro-2-methyl-4-[(5-{[(3R)-3-methylmorpholin-4-yl]carbonyl}pyridin-2-yl)amino]-2,3-dihydropyridazin-3-one ClC=1C=C(C(N(N1)C)=O)NC1=NC=C(C=C1)C(=O)N1[C@@H](COCC1)C